(R)-3-(2-methyl-1-oxopropan-2-yl)pyrrolidine-1-carboxylic acid tert-butyl ester C(C)(C)(C)OC(=O)N1C[C@H](CC1)C(C=O)(C)C